methyl 3-(3-(1-(2-(2-fluoro-5-((6-fluoro-4-methyl-1H-indol-5-yl)oxy)phenyl)-1H-imidazol-5-yl)vinyl)phenyl)propanoate FC1=C(C=C(C=C1)OC=1C(=C2C=CNC2=CC1F)C)C=1NC(=CN1)C(=C)C=1C=C(C=CC1)CCC(=O)OC